FC(C1=NN=C(O1)C1=CC(=NC=C1)C=1N(C=CN1)CC1=C(C=CC=C1)OC)F 4-[5-(difluoromethyl)-1,3,4-oxadiazol-2-yl]-2-{1-[(2-methoxyphenyl)methyl]-1H-imidazol-2-yl}pyridine